1-[2-[4-[(3S)-3-(5-fluoropyridin-3-yl)-1,2-oxazolidine-2-carbonyl]piperidin-1-yl]pyrimidin-4-yl]-3-methylimidazolidin-2-one FC=1C=C(C=NC1)[C@H]1N(OCC1)C(=O)C1CCN(CC1)C1=NC=CC(=N1)N1C(N(CC1)C)=O